α-deutero-N,N-di(heptadeuteroisopropyl)tryptamine-4-glutarate [2H]C(C(=O)[O-])CC(C(=O)[O-])C=1C=CC=C2NC=C(CCN(C(C([2H])([2H])[2H])(C([2H])([2H])[2H])[2H])C(C([2H])([2H])[2H])(C([2H])([2H])[2H])[2H])C12